CC1=CC=C(C=C1)C1=CC2=C(C(CCO2)CN)C=C1 [7-(4-methylphenyl)-3,4-dihydro-2H-1-benzopyran-4-yl]methylamine